3-(6-chloro-2-((5-chloro-1-cyclopropyl-1H-pyrazol-4-yl)amino)quinazolin-7-yl)pyrrolidine-1-carboxylic acid tert-butyl ester C(C)(C)(C)OC(=O)N1CC(CC1)C1=C(C=C2C=NC(=NC2=C1)NC=1C=NN(C1Cl)C1CC1)Cl